BrC1=CC2=C(C(B(O2)O)C(C)(C)C)C=C1 6-bromo-3-tert-butyl-2-hydroxy-1,2-benzoxaborole